FC=1C(=C(C=CC1F)[C@H]1[C@@H](O[C@]([C@H]1C)(C(F)(F)F)C)C(=O)NC=1C=NC(=CC1)[C@H](CO)O)O (2R,3S,4S,5R)-3-(3,4-difluoro-2-hydroxy-phenyl)-N-[6-((R)-1,2-dihydroxyethyl)-3-pyridinyl]-4,5-dimethyl-5-(trifluoromethyl)tetrahydrofuran-2-carboxamide